CN([C@H]1C[C@H](C1)NS(=O)(=O)CC1COC1)C=1C2=C(N=CN1)NC=C2 N-{cis-3-[methyl(7H-pyrrolo[2,3-d]pyrimidin-4-yl)amino]cyclobutyl}-1-(oxetan-3-yl)methane-sulfonamide